eicosanedioic acid monomethyl ester barium salt [Ba+2].COC(CCCCCCCCCCCCCCCCCCC(=O)[O-])=O.C(CCCCCCCCCCCCCCCCCCC(=O)[O-])(=O)OC